C(#N)C1=C(C=C(C=C1)NC([C@@](CN1CCCC2=CC(=CC=C12)F)(C)O)=O)C(F)(F)F (S)-N-(4-cyano-3-(trifluoromethyl)phenyl)-3-(6-fluoro-3,4-dihydroquinolin-1(2H)-yl)-2-hydroxy-2-methylpropanamide